FC(C1=NC=NC=C1C(=O)O)(F)F 4-(Trifluoromethyl)pyrimidine-5-carboxylic acid